FC(COC(C(F)F)(F)F)(C(F)F)F 1,1,2,2-tetrafluoroethyl 2,2,3,3-Tetrafluoropropyl ether